3-methoxypropyl-phosphonic acid COCCCP(O)(O)=O